FC1(CC(C(N(C2=C1C=CC=C2)C)=O)NC(OC(C)(C)C)=O)F tert-butyl (5,5-difluoro-1-methyl-2-oxo-2,3,4,5-tetrahydro-1H-1-benzazepin-3-yl)carbamate